2-chloro-6-(1H-imidazol-1-yl)-4-iodopyridine ClC1=NC(=CC(=C1)I)N1C=NC=C1